FC=1C=C(C=CC1)[C@@H]1CCC2=C1N=C(N=C2NC)NC21CC(C2)(C1)N1C=NC(=C1)C (7S)-7-(3-Fluorophenyl)-N4-methyl-N2-[3-(4-methylimidazol-1-yl)-1-bicyclo[1.1.1]pentanyl]-6,7-dihydro-5H-cyclopenta[d]pyrimidin-2,4-diamin